5-[3-(4-chlorophenyl)-5-[(2-hydroxy-2-methyl-propyl)-methyl-amino]-7-[6-(trifluoromethyl)-3-pyridinyl]pyrazolo[1,5-a]pyrimidin-2-yl]pyridine-2-carboxamide ClC1=CC=C(C=C1)C=1C(=NN2C1N=C(C=C2C=2C=NC(=CC2)C(F)(F)F)N(C)CC(C)(C)O)C=2C=CC(=NC2)C(=O)N